(Z)-1-(3-(5-(dimethylamino)-2-isopropylphenyl)-4-oxothiazolidin-2-ylidene)-3-(2-methyl-4-(1-(5-(trifluoromethyl)pyridin-2-yl)-1H-imidazol-4-yl)phenyl)urea CN(C=1C=CC(=C(C1)N1/C(/SCC1=O)=N/C(=O)NC1=C(C=C(C=C1)C=1N=CN(C1)C1=NC=C(C=C1)C(F)(F)F)C)C(C)C)C